C1(CCC1)CN1C2=C(N=C(C1=O)C1C(C1)(C(=O)NN)C1CC1)COCC2 [1-(cyclobutylmethyl)-2-oxo-7,8-dihydro-5H-pyrano[3,4-b]pyrazin-3-yl]-1-cyclopropyl-cyclopropanecarbohydrazide